5-(chlorosulfonyl)-2-methylthiophene-3-carboxylic acid methyl ester COC(=O)C1=C(SC(=C1)S(=O)(=O)Cl)C